Copper-nickel-platinum [Pt].[Ni].[Cu]